cyanophenylboronic acid C(#N)C1=C(C=CC=C1)B(O)O